N-cyclobutyl-4-((3-methyl-5-(2-phenylpyridin-4-yl)-4,5,6,7-tetrahydro-1H-pyrazolo[4,3-c]pyridin-1-yl)methyl)bicyclo[2.2.2]octan-1-amine C1(CCC1)NC12CCC(CC1)(CC2)CN2N=C(C=1CN(CCC12)C1=CC(=NC=C1)C1=CC=CC=C1)C